1,3-bis(3-(2-(2-propoxyethoxy)ethoxy)prop-1-en-2-yl)benzene C(CC)OCCOCCOCC(=C)C1=CC(=CC=C1)C(=C)COCCOCCOCCC